5-chloro-1'-(2-{[7-(difluoromethoxy)-1-(3-hydroxy-3-methylcyclobutyl)-1H-1,3-benzodiazol-5-yl]oxy}ethyl)-1,2-dihydrospiro[indole-3,4'-piperidin]-2-one ClC=1C=C2C(=CC1)NC(C21CCN(CC1)CCOC1=CC2=C(N(C=N2)C2CC(C2)(C)O)C(=C1)OC(F)F)=O